The molecule is a cationic xanthene dye-based amide comjugate. It has a role as a fluorochrome. It is a xanthene dye, a fluorescein and an organic anion. C1=CC=C(C(=C1)N(CC(=O)[O-])CC(=O)[O-])OCCOC2=C(C=CC(=C2)NC(=O)C3=CC4=C(C=C3)C5(C6=CC(=C(C=C6OC7=CC(=C(C=C75)Cl)[O-])[O-])Cl)OC4=O)N(CC(=O)[O-])CC(=O)[O-]